1-(4-(2,4-dioxotetrahydropyrimidin-1(2H)-yl)-3-methylphenyl)piperidine tert-butyl-5-(trifluoromethylsulfonyloxy)-2-azabicyclo[2.2.2]oct-5-ene-2-carboxylate C(C)(C)(C)OC(=O)N1C2C=C(C(C1)CC2)OS(=O)(=O)C(F)(F)F.O=C2N(CCC(N2)=O)C2=C(C=C(C=C2)N2CCCCC2)C